ClC=1N=C2C(=C(C(N(C2=CC1)C)=O)C#N)N(C)[C@@H]1CC[C@@H](CC1)N(CC1CC1)C1=CC=C(C=C1)Cl cis-6-chloro-4-((4-((4-chlorophenyl)(cyclopropylmethyl)amino)cyclohexyl)(methyl)amino)-1-methyl-2-oxo-1,2-dihydro-1,5-naphthyridine-3-carbonitrile